2-(6'-Bromo-2,2-difluoro-1'-oxo-1'H-spiro[cyclopropane-1,4'-isoquinoline]-2'(3'H)-yl)acetic acid methyl ester COC(CN1C(C2=CC=C(C=C2C2(C1)C(C2)(F)F)Br)=O)=O